C(N)(O)=O.C(N)(O)=O.CC1C(C(C(CC1)(C)C)(CCOC(C(=C)C)=O)C)(CCC(C=C)=O)C di-methyl-2-acryloylethyl-methyl-2-methacryloyloxyethyl-dimethylcyclohexane dicarbamate